1-(4-(2-chlorophenyl)-3,4-dihydroquinoxalin-1(2H)-yl)-2-(piperidin-1-yl)propan ClC1=C(C=CC=C1)N1CCN(C2=CC=CC=C12)CC(C)N1CCCCC1